Methyl 2-(5-bromo-2-((pyrazolo[1,5-a]pyrimidine-3-carboxamido)methyl)benzofuran-7-yl)acetate BrC=1C=C(C2=C(C=C(O2)CNC(=O)C=2C=NN3C2N=CC=C3)C1)CC(=O)OC